N1C(=CC2=CC=C3C(=C12)C=CC=C3)C(=O)O benzoindolecarboxylic acid